FC1(CC2(CC(C2)(C2=NN=CN2C)C=2C=C(C=CC2)N2CC3=C(C=C(C=C3C2=O)CN(C(OC(C)(C)C)=O)C2(CCC2)C)C(F)(F)F)C1)F tert-butyl ((2-(3-(6,6-difluoro-2-(4-methyl-4H-1,2,4-triazol-3-yl)spiro[3.3]heptan-2-yl)phenyl)-3-oxo-7-(trifluoromethyl)isoindolin-5-yl)methyl)(1-methylcyclobutyl)carbamate